C(#N)\N=C(/NCCOCCN(C)C)\NCCCN(CCCCCCCC(=O)OC(CCCCCCCC)CCCCCCCC)CCCCCCCC(=O)OCCCCCCCCC heptadecan-9-yl (Z)-9-(cyanoimino)-2-methyl-14-(8-(nonyloxy)-8-oxooctyl)-5-oxa-2,8,10,14-tetraazadocosan-22-oate